diphenylsilylcyclopentadienyl-(cyclopentadienyl)(9-fluorenyl)zirconium dichloride [Cl-].[Cl-].C1(=CC=CC=C1)[SiH](C1=CC=CC=C1)[Zr](C1C2=CC=CC=C2C=2C=CC=CC12)(C1C=CC=C1)C1C=CC=C1